[OH-].[Ba+2].[OH-] Barium hydroxid